C(C)(C)(C)OC(=O)N[C@@H](C(C)C)C(=O)OC1=C(C=CC=C1)C1=CC2=C(N=N1)NC(=C2C)[C@H]2CN(CC2)C(C=C)=O 2-(6-((R)-1-acryloylpyrrolidin-3-yl)-5-methyl-7H-pyrrolo[2,3-c]pyridazin-3-yl)phenyl (tert-butoxycarbonyl)-L-valinate